tert-butyl 4-oxohexahydrocyclopenta[c]pyrrole-2(1H)-carboxylate O=C1CCC2CN(CC21)C(=O)OC(C)(C)C